2,3-bishydroxymethyl-1,4-butanediol OCC(CO)C(CO)CO